NC1=NC=2[C@]3([C@H](CCC2C(=N1)C1=CC=CC=C1)[C@H](C(C(=C3)C#N)=O)C)C (6aR,7R,10aS)-2-amino-7,10a-dimethyl-8-oxo-4-phenyl-5,6,6a,7,8,10a-hexahydrobenzo[h]quinazoline-9-carbonitrile